(2r,5s)-5-[2-(4-chloro-3-fluorophenoxy)acetamido]-2-[7-(trifluoromethyl)imidazo[1,2-a]pyridin-2-yl]piperidine-1-carboxylic acid tert-butyl ester C(C)(C)(C)OC(=O)N1[C@H](CC[C@@H](C1)NC(COC1=CC(=C(C=C1)Cl)F)=O)C=1N=C2N(C=CC(=C2)C(F)(F)F)C1